N-(4-(methylthio)benzyl)-4-(2-(p-tolyl)-2H-pyrazolo[3,4-d]pyrimidin-4-yl)piperazine-2-carboxamide CSC1=CC=C(CNC(=O)C2NCCN(C2)C=2C=3C(N=CN2)=NN(C3)C3=CC=C(C=C3)C)C=C1